5-(2-bromo-4-nitrophenoxy)octahydrocyclopenta[c]pyrrole BrC1=C(OC2CC3C(CNC3)C2)C=CC(=C1)[N+](=O)[O-]